C(CCCCCCC\C=C/CCCCCCCC)(=O)OCC(COC(CCCCCCC\C=C/CCCCCCCC)=O)NC(CCOCCOCCOCCOCCN1C(C=CC1=O)=O)=O 2-(1-(2,5-dioxo-2,5-dihydro-1H-pyrrol-1-yl)-3,6,9,12-tetraoxapentadecan-15-amido)propane-1,3-diyl dioleate